1-(4-(1,3-Dioxolan-2-yl)pyridin-2-yl)-5-fluoro-3-hydroxy-3-methylindolin-2-one O1C(OCC1)C1=CC(=NC=C1)N1C(C(C2=CC(=CC=C12)F)(C)O)=O